3-cyclopropyl-5-(((3r,5s)-3,5-dimethylpiperazin-1-yl)methyl)aniline C1(CC1)C=1C=C(N)C=C(C1)CN1C[C@H](N[C@H](C1)C)C